2-(4-pentylphenylethynyl)acetophenone C(CCCC)C1=CC=C(C=C1)C#CCC(=O)C1=CC=CC=C1